N,N-diethylamino-trimethoxysilane C(C)N(CC)[Si](OC)(OC)OC